6-(Imidazo[1,2-a]pyrazin-3-ylmethyl)-N-(3-(trifluoromethyl)phenyl)-4,5,6,7-tetrahydrothieno[2,3-c]pyridin-3-carboxamid N=1C=C(N2C1C=NC=C2)CN2CC1=C(CC2)C(=CS1)C(=O)NC1=CC(=CC=C1)C(F)(F)F